(E)-4-(4-fluoro-styryl)-1-methylpyridin-1-ium iodide [I-].FC1=CC=C(/C=C/C2=CC=[N+](C=C2)C)C=C1